N1(CCC1)S(=O)(=O)C=1C=CC(=C(C1)C=1N(C2=CC=CC=C2C1)C(=O)OC(C)(C)C)C1CCCC1 tert-butyl 2-(5-(azetidin-1-ylsulfonyl)-2-cyclopentylphenyl)-1H-indole-1-carboxylate